S-carbamoyl-L-cysteine amide C(N)(=O)SC[C@H](N)C(=O)N